C(N)(O[C@@H]1CC[C@H](CC1)C(N(C[C@@H]1CC[C@H](CC1)C1=NC(=C(C=C1)OC)C)C1=NC=CC(=C1)C=1N=C(OC1)C1CC1)=O)=O trans-4-((4-(2-Cyclopropyloxazol-4-yl)pyridine-2-yl)((trans-4-(5-methoxy-6-methylpyridin-2-yl)cyclohexyl)methyl)carbamoyl)cyclohexyl carbamate